BUTANE-1,1-DIOL C(CCC)(O)O